(3S,4r)-4-aminooxane-3-ol hydrochloride Cl.N[C@H]1[C@@H](COCC1)O